5-(5,5-dimethyl-1,3,2-dioxaborolan-2-yl)-3-(tetrahydro-2H-pyran-4-ylmethyl)-1,3-benzoxazol-2(3H)-one CC1(COB(O1)C=1C=CC2=C(N(C(O2)=O)CC2CCOCC2)C1)C